1-(3-Bromophenyl)tetrahydropyrimidin-2(1H)-one BrC=1C=C(C=CC1)N1C(NCCC1)=O